(S)-2-((6-((4-cyano-3-methylbenzofuran-7-yl)methoxy)-3',6'-dihydro-[2,4'-bipyridinyl]-1'(2'H)-yl)methyl)-1-(oxetan-2-ylmethyl)-1H-benzo[d]imidazole-6-carboxylic acid C(#N)C1=CC=C(C2=C1C(=CO2)C)COC2=CC=CC(=N2)C=2CCN(CC2)CC2=NC1=C(N2C[C@H]2OCC2)C=C(C=C1)C(=O)O